C(C)(C)(C)C=1C=CC2=C(C3=CC=CC=C3C(=C2C1)OC(=O)C1C(C2C=CC1C2)C(=O)O)OC(=O)C2C(C1C=CC2C1)C(=O)O 3-(tert-butyl)-9,10-bis[2-carboxy(3,6-methano-4-cyclohexenyl)]carbonyloxy-anthracene